(R)-2-(2-(6-amino-9H-purin-9-yl)acetyl)-N-(6-bromopyridin-2-yl)-2-azabicyclo[3.1.0]hexane-3-carboxamide NC1=C2N=CN(C2=NC=N1)CC(=O)N1[C@@H]2CC2CC1C(=O)NC1=NC(=CC=C1)Br